Cl.C12CC(C1)(C2)N bicyclo[1.1.1]pentane-3-amine hydrochloride